BrC=1C(=NC(=CC1)C(=O)OC)OC[C@@H]1N(CCN(C1)C(=O)OC(C)(C)C)C(=O)OCC1C2=CC=CC=C2C=2C=CC=CC12.C1=C(C=CC2=CC=CC=C12)NC1=CC=C(C=C1)NC1=CC2=CC=CC=C2C=C1 N,N'-di(beta-naphthyl) p-phenylenediamine (R)-1-((9H-fluoren-9-yl)methyl) 4-tert-butyl 2-(((3-bromo-6-(methoxycarbonyl)pyridin-2-yl)oxy)methyl)piperazine-1,4-dicarboxylate